FC(C1=NN=C(S1)C1=CN=C2N1C=C(C=C2N2C[C@@H]1N(COCC1)CC2)S(=O)(=O)NC2(COC2)C)F (R)-3-(5-(difluoromethyl)-1,3,4-thiadiazol-2-yl)-8-(hexahydro-2H,6H-pyrazino[1,2-c][1,3]oxazin-2-yl)-N-(3-methyloxetan-3-yl)imidazo[1,2-a]pyridine-6-sulfonamide